2-(3-(((1S,2S,3R,5R)-2-fluoro-9-azabicyclo[3.3.1]non-3-yl)(methyl)amino)-1,2,4-triazin-6-yl)-5-(1-methyl-1H-pyrazol-4-yl)phenol F[C@H]1[C@@H]2CCC[C@H](C[C@H]1N(C=1N=NC(=CN1)C1=C(C=C(C=C1)C=1C=NN(C1)C)O)C)N2